tert-butyl N-[[4-[[2-(tert-butoxycarbonylamino)-5-(2-pyridyl)phenyl]carbamoyl]phenyl]-cyclopropyl-oxo-sulfanylidene]carbamate C(C)(C)(C)OC(=O)NC1=C(C=C(C=C1)C1=NC=CC=C1)NC(=O)C1=CC=C(C=C1)S(=NC(OC(C)(C)C)=O)(=O)C1CC1